C1(CCCCC1)C(COC)(COC)CCC(CC(C)C)(CC(C)C)Cl 2-cyclohexyl-2-(3-chloro-3-isobutyl-5-methylhexyl)-1,3-dimethoxypropane